1-octadecanoyl-2-heptadecanoyl-glycero-3-phosphoserine C(CCCCCCCCCCCCCCCCC)(=O)OCC(OC(CCCCCCCCCCCCCCCC)=O)COP(=O)(O)OC[C@H](N)C(=O)O